(S)-7-((4-(4-fluorophenoxy)benzoyl)glycyl)-N-((4-(5-(trifluoromethyl)-1H-pyrazol-3-yl)thiophen-2-yl)methyl)-1,4-dioxa-7-azaspiro[4.4]nonane-8-carboxamide FC1=CC=C(OC2=CC=C(C(=O)NCC(=O)N3CC4(OCCO4)C[C@H]3C(=O)NCC=3SC=C(C3)C3=NNC(=C3)C(F)(F)F)C=C2)C=C1